3-(methylethoxyphosphono)propanal COP(=O)(OOCC)CCC=O